Cesium yttrium chloride [Cl-].[Y+3].[Cs+].[Cl-].[Cl-].[Cl-]